C1(CCCCC1)C[C@H]1C(N(CCN1)[C@H](C(=O)N1CCC(CC1)CC(=O)N)CC(C)C)=O (1-{(S)-2-[(S)-3-(Cyclohexylmethyl)-2-oxo-1-piperazinyl]-4-methylvaleryl}-4-piperidyl)acetamide